FC1=C2C(=NC=3N(C2=CC=C1F)C(=NN3)C)N3CCCC1=C(C=NC=C31)C#CC3(CC3)C 6,7-difluoro-1-methyl-5-(5-((1-methylcyclopropyl)ethynyl)-3,4-dihydro-1,7-naphthyridin-1(2H)-yl)-[1,2,4]triazolo[4,3-a]quinazoline